C(C)(C)(C)OC([C@@H](N)CCC(=O)OC(C)(C)C)=O Bis(t-butyl)-L-glutamate